ethyl 3-(6,7-dimethoxy-4-oxo-4H-chromen-2-yl)benzoate COC=1C=C2C(C=C(OC2=CC1OC)C=1C=C(C(=O)OCC)C=CC1)=O